(3R,7S)-2-(3,4-Dichlorobenzoyl)-9-(4-(difluoromethoxy)benzyl)-N,3-dimethyl-10-oxo-1,2,3,4,7,8,9,10-octahydropyrido[4',3':3,4]pyrazolo[1,5-a]pyrazine-7-carboxamide ClC=1C=C(C(=O)N2CC=3C(=NN4C3C(N(C[C@H]4C(=O)NC)CC4=CC=C(C=C4)OC(F)F)=O)C[C@H]2C)C=CC1Cl